C1OCC12CC(C2)NC(CCCCCCC(=O)OC(CCCCCCCC)CCCCCCCC)CCCCCCC(=O)OC(CCCCCCCC)CCCCCCCC di(heptadecan-9-yl) 8-((2-oxaspiro[3.3]heptan-6-yl)amino)pentadecanedioate